IC=1OC=2C(C1C)=C(C=CC2)C(=O)OC methyl 2-iodo-3-methylbenzofuran-4-carboxylate